O=S1(CCN(CC1)[C@H](C(=O)OC)CO)=O methyl (s)-2-(1,1-dioxidothiomorpholino)-3-hydroxypropanoate